N-methylpyridazine-3-carboxamide CNC(=O)C=1N=NC=CC1